5-amino-N-(1-(5-bromo-3-fluoropyridin-2-yl)ethyl)-N-ethyl-1-((2-(trimethylsilyl)ethoxy)methyl)-6,8-dihydro-1H-furo[3,4-d]pyrrolo[3,2-b]pyridine-2-carboxamide NC1=C2C(=C3C(=N1)C=C(N3COCC[Si](C)(C)C)C(=O)N(CC)C(C)C3=NC=C(C=C3F)Br)COC2